tetraethyl ((4-((tert-butyldimethylsilyl)oxy)-5,5,5-trifluoropentanamido)methylene)-bis(phosphonate) [Si](C)(C)(C(C)(C)C)OC(CCC(=O)NC(P(OCC)(OCC)=O)P(OCC)(OCC)=O)C(F)(F)F